O1C2=C(OCCC1)C=C(C=C2)C=2C=C1CC(C(C1=CC2)NC(O[C@@H]2CN1CCC2CC1)=O)(C)C (S)-quinuclidin-3-yl (5-(3,4-dihydro-2H-benzo[b][1,4]dioxepin-7-yl)-2,2-dimethyl-2,3-dihydro-1H-inden-1-yl)carbamate